diglycerin C(C(COCC(CO)O)O)O